N1C=CC2=C(C=CC=C12)CN1C=C(C=C(C1=O)C(NC)=O)C(=O)O ((1H-indol-4-yl)methyl)-5-(methylcarbamoyl)-6-oxo-1,6-dihydropyridine-3-carboxylic acid